C(C1=CC=CC=C1)N1CCC(CC1)NC=1C=C(SC1Cl)S(=O)(=O)N 4-((1-benzylpiperidin-4-yl)amino)-5-chlorothiophene-2-sulfonamide